C(C=C)(=O)N1CC2N(C(C=3C=C(C(=C4C=CN(C34)CC2)C2=CC=C(C3=C2N=C(S3)N)F)F)=O)CC1 10-Acryloyl-3-(2-amino-7-fluorobenzo[d]thiazol-4-yl)-2-fluoro-8,8a,9,10,11,12-hexahydro-7H,14H-pyrazino[1',2':5,6][1,5]diazocino[3,2,1-hi]indol-14-one